ClC=1C(=NC(=C(C1)C#N)N1C[C@@H](C([C@@H](C1)C)F)C)NC=1C=C2C=C(C(N(C2=CC1)CC(CNC)O)=O)OCC(=O)NC 2-((6-((3-Chloro-5-cyano-6-((3S,4S,5R)-4-fluoro-3,5-dimethylpiperidin-1-yl)pyridin-2-yl)amino)-1-(2-hydroxy-3-(methylamino)propyl)-2-oxo-1,2-dihydroquinolin-3-yl)oxy)-N-methylacetamide